O1C=CC=2C(=NC=CC21)C2=CC=C(C(=O)N[C@@H]1CC[C@H](CC1)OCC(C)(C)O)C=C2 4-(furo[3,2-c]pyridin-4-yl)-N-[trans-4-(2-hydroxy-2-methylpropyloxy)cyclohexyl]benzamide